C1(CC1)C1=CC2=C(C(=NO2)C2=C(C=CC=C2)[C@H](CC2=NC=CC=C2)N)C=C1 (S)-1-[2-(6-Cyclopropylbenzo[d]isoxazol-3-yl)phenyl]-2-(pyridine-2-yl)ethan-1-amine